5-(((1H-indol-3-yl)methyl)amino)-6-([1,1'-biphenyl]-4-yl)-3-amino-N-carbamimidoylpyrazine-2-carboxamide N1C=C(C2=CC=CC=C12)CNC=1N=C(C(=NC1C1=CC=C(C=C1)C1=CC=CC=C1)C(=O)NC(N)=N)N